2-((5-bromo-2-((5-ethyl-2-methoxy-4-(4-(piperazin-1-yl)piperidin-1-yl)phenyl)amino)pyrimidin-4-yl-amino)phenyl)phospholane 1-oxide BrC=1C(=NC(=NC1)NC1=C(C=C(C(=C1)CC)N1CCC(CC1)N1CCNCC1)OC)NC1=C(C=CC=C1)C1P(CCC1)=O